6-(4-(pyridin-2-yl)thiazol-2-ylamino)pyridin-3-ol N1=C(C=CC=C1)C=1N=C(SC1)NC1=CC=C(C=N1)O